N1N=NC2=C1C=CC(=C2)C(=O)NCOC(=O)N2CC1(C2)CCC1 ((1H-benzo[d][1,2,3]triazole-5-carboxamido) methyl)-2-azaspiro[3.3]heptane-2-carboxylate